CN(CCOCCO)CCOCCO N-methyl-di-[2-(2-hydroxyethoxy)ethyl]amine